O=C1NC(CCC1N1C(N(C2=C1C=CC=C2CN2CCC1(CCN(CC1)C(=O)OC(C)(C)C)CC2)C)=O)=O tert-butyl 9-[[1-(2,6-dioxo-3-piperidyl)-3-methyl-2-oxo-benzimidazol-4-yl]methyl]-3,9-diazaspiro[5.5]undecane-3-carboxylate